C1CC12N[C@@H](CC2)CCNC(O[C@H]2[C@H](NC[C@@H]2O)CC2=CC=C(C=C2)OC)=O (2R,3S,4S)-4-hydroxy-2-[(4-methoxyphenyl)methyl]pyrrolidin-3-yl N-{2-[(5S)-4-azaspiro[2.4]heptan-5-yl]ethyl}carbamate